C(=O)(O)C1(CCOCC1)C1=C(C=CC(=N1)C(=O)O)NC1=CC(=C(C=C1)Cl)F 6-(4-carboxytetrahydro-2H-pyran-4-yl)-5-((4-chloro-3-fluorophenyl)amino)picolinic acid